N1C=CC2=CC=CC(=C12)CN1CCC(CC1)C(C(=O)O)(CCCCB(O)O)N 2-(1-((1H-indol-7-yl)methyl)piperidin-4-yl)-2-amino-6-boronohexanoic acid